1-(2-(tert-butyl)hydrazino)propan-2-one (2S,3R,5S)-5-(Methoxycarbonyl)tetrahydrofuran-2,3-diyl-diacetate COC(=O)[C@@H]1C[C@@H]([C@@H](O1)CC(=O)O)CC(=O)O.C(C)(C)(C)NNCC(C)=O